(5S,8R)-N-(3-chloro-4-(trifluoromethyl)phenyl)-2-hydroxy-6,7,8,9-tetrahydro-5H-5,8-epimino-cyclohepta[d]pyrimidine-10-carboxamide ClC=1C=C(C=CC1C(F)(F)F)NC(=O)N1[C@H]2CC[C@@H]1CC=1N=C(N=CC12)O